C(C)C(CNC1=CC(CCC1)=O)CCCC 3-[(2-ethylhexyl)amino]-2-cyclohexen-1-one